4-((2-(((1R,2R)-2-hydroxycyclohexyl)amino)benzo[d]thiazole-yl)oxy)-N-methylpicolinamide O[C@H]1[C@@H](CCCC1)NC=1SC2=C(N1)C(=CC=C2)OC2=CC(=NC=C2)C(=O)NC